1-((1S,2S)-2-(((tert-butyldiphenylsilyl)oxy)methyl)cyclopropyl)ethan-1-ol [Si](C1=CC=CC=C1)(C1=CC=CC=C1)(C(C)(C)C)OC[C@@H]1[C@H](C1)C(C)O